N1N=NN=C1C(=O)O 1,2,3,4-Tetrazole-5-carboxylic acid